CN(CCCNC1=C(N=C2N1C=CN=C2)C2=NC=NC=C2)C N1,N1-dimethyl-N3-(2-(pyrimidin-4-yl)imidazo[1,2-a]pyrazin-3-yl)propane-1,3-diamine